N1C=C(C2=CC=CC=C12)CC(CCCC)NC(=O)C1=CC2=C(S1)C=C(C=C2)N2CCC(CC2)(C)O N-(1-(1H-indol-3-yl)hexane-2-yl)-6-(4-hydroxy-4-methylpiperidin-1-yl)benzo[b]thiophene-2-carboxamide